C(#N)C=1C=2CCCC2C(=C2CCCC12)NC(=O)N=[S@@](=O)(N)C=1SC(=CC1F)[C@@](CO)(C)O |o1:18| (S,S) or (R,S)-N'-((8-cyano-1,2,3,5,6,7-hexahydro-s-indacen-4-yl)carbamoyl)-5-(1,2-dihydroxypropan-2-yl)-3-fluorothiophene-2-sulfonimidamide